BrC=1C(=NC=CC1)C1CC1 bromo-2-cyclopropylpyridine